(E)-4-(2-amino-9-((2r,3r,4r,5r)-3,4-dihydroxy-5-(hydroxymethyl)tetrahydrofuran-2-yl)-6,8-dioxo-1,6,8,9-tetrahydro-7H-purin-7-yl)but-2-enoic acid NC=1NC(C=2N(C(N(C2N1)[C@@H]1O[C@@H]([C@@H]([C@H]1O)O)CO)=O)C/C=C/C(=O)O)=O